4-bromo-6-methyl-isoindoline hydrochloride Cl.BrC1=C2CNCC2=CC(=C1)C